pyrido[4',3':4,5]Thieno[2,3-c]Pyridazine-8-amine N1=NC=CC2=C1SC1=C2C=CN=C1N